2'-O-methylguanosine phosphate P(=O)(O)(O)OC[C@@H]1[C@H]([C@H]([C@@H](O1)N1C=NC=2C(=O)NC(N)=NC12)OC)O